ClC=1C=NC=C(C1[C@@H](C)OC=1C=C2C(=NNC2=CC1)C=1C=CC(=NC1)N1CC2(C1)CCN(CC2)C(=O)OCC)Cl ethyl 2-[5-[5-[(1R)-1-(3,5-dichloro-4-pyridyl)ethoxy]-1H-indazol-3-yl]-2-pyridyl]-2,7-diazaspiro[3.5]nonane-7-carboxylate